C(#N)C1=CN=C(S1)OC1=C(C=C(C=C1)NC(=O)C1CC(C1)OC1=CC=C(C=C1)OC)C N-(4-((5-cyanothiazol-2-yl)oxy)-3-methylphenyl)-3-(4-methoxyphenoxy)cyclobutane-1-carboxamide